7-chloro-5-phenyl-1,3-dihydro-2H-1,4-benzodiazepine ClC=1C=CC2=C(C(=NCCN2)C2=CC=CC=C2)C1